C1=CC=C2C=C(C=CC2=C1)N(C3=CC=C(C=C3)C4(C5=CC=CC=C5C6=CC=CC=C64)C7=CC=C(C=C7)N(C8=CC9=CC=CC=C9C=C8)C1=CC2=CC=CC=C2C=C1)C1=CC2=CC=CC=C2C=C1 9,9-bis[4-(N,N-bis-naphthalen-2-yl-amino)phenyl]-9H-fluorene